(1r,4r)-4-({2,3,5-trifluoro-4-[(4-methoxyphenyl)methoxy]benzamido}methyl)cyclohexane-1-carboxylic acid FC1=C(C(=O)NCC2CCC(CC2)C(=O)O)C=C(C(=C1F)OCC1=CC=C(C=C1)OC)F